N=1C=C(N2N=CC=CC21)NC(=O)C2=CC1=CNN=C1C=C2OC2CC(C2)OC N-(imidazo[1,2-b]Pyridazin-3-yl)-6-((1r,3r)-3-methoxycyclobutoxy)-2H-indazole-5-carboxamide